1-[3-(2,3-dichlorophenyl)-1H-pyrazolo[3,4-b]pyrazine-6-yl]-3-methylazetidine-3-amine ClC1=C(C=CC=C1Cl)C1=NNC2=NC(=CN=C21)N2CC(C2)(N)C